O[C@H]1C[C@H]2C[C@@H]([C@H]3[C@@H]4CC[C@H]([C@@H](CCCC(C)C)C)[C@]4(CC[C@@H]3[C@]2(CC1)C)C)O 3α,7β-dihydroxy-5β-cholestan